C(C)(C)(C)OC(=O)N1CCC2([C@@H]([C@@H](OC2)C)N[S@](=O)C(C)(C)C)CC1 (3S,4S)-tert-butyl-4-((R)-1,1-dimethylethylsulfinylamino)-3-methyl-2-oxa-8-azaspiro[4.5]decane-8-carboxylate